4-(6-amino-5-(1-hydroxyethyl)pyrimidin-4-yl)piperazine-1-carboxylic acid tert-butyl ester C(C)(C)(C)OC(=O)N1CCN(CC1)C1=NC=NC(=C1C(C)O)N